(E)-2,2-difluoro-1-phenyl-3-nonen FC(CC1=CC=CC=C1)(\C=C\CCCCC)F